COC(CCCCCCOCC(COCCCCCC(OC\C=C/CCCCCCCC)=O)N(C)C)=O (Z)-methyl-7-(2-(dimethylamino)-3-((6-oxo-6-(undec-2-en-1-yloxy)hexyl)oxy)propoxy)heptanoate